Phosphohydroxyvalerate P(=O)(=O)C(C(=O)[O-])(CCC)O